(S)-1-(2-(1H-indol-3-yl)ethyl)-6,7-dimethoxy-3,4-dihydroisoquinoline-2(1H)-formaldehyde N1C=C(C2=CC=CC=C12)CC[C@@H]1N(CCC2=CC(=C(C=C12)OC)OC)C=O